ClC1=C(C=CC=C1)[C@@H]1CCC=2N1N=C(N2)C(=O)OCC Ethyl (S)-5-(2-chlorophenyl)-6,7-dihydro-5H-pyrrolo[1,2-b][1,2,4]triazole-2-carboxylate